C[C@@H]1CN(C[C@H]1\C=C\C1=CC=C(C=C1)C(F)(F)F)C(C=C)=O |o1:1,5| 1-((3S*,4S*)-3-methyl-4-((E)-4-(trifluoromethyl)styryl)pyrrolidin-1-yl)prop-2-en-1-one